Ethyl (E)-N-((3-(Trifluoromethyl)benzyl)oxy)acetylcarbamate FC(C=1C=C(COCC(=O)NC(OCC)=O)C=CC1)(F)F